N1C(=NC=C1)C(=O)N[C@H]1C[C@H](N(C1)C=1C2=C(N=C(N1)C)C1=C(O2)C=CC=C1)C(=O)O (2S,4S)-4-(1H-imidazole-2-carboxamido)-1-(2-methylbenzofuro[3,2-d]pyrimidin-4-yl)pyrrolidine-2-carboxylic acid